C1(CC1)N1CCP(CC1)(C1=CC(=C(C=C1)NC1=CC(=C2C(=N1)NC=C2C(F)(F)F)NC2CC2)OC)=O 1-cyclopropyl-4-(4-((4-(cyclopropylamino)-3-(trifluoromethyl)-1H-pyrrolo[2,3-b]pyridin-6-yl)amino)-3-methoxyphenyl)-1,4-azaphosphinane 4-oxide